dimethyltrimethylenediamine CNCCCNC